CC1=CC=C(C=C1)S(=O)(=O)O.NC1=C(N=CC(=N1)N1CCC2(CC=C(C2N)C2CC2)CC1)SC1=C(C(=NC=C1)N)Cl 8-(6-amino-5-((2-amino-3-chloropyridin-4-yl)thio)pyrazin-2-yl)-2-cyclopropyl-8-azaspiro[4.5]dec-2-en-1-amine p-toluenesulfonate salt